BrC1=C(C=C(C=2OC(C(NC21)=O)(C)C)Br)C(=O)OC methyl 5,8-dibromo-2,2-dimethyl-3-oxo-3,4-dihydro-2H-benzo[b][1,4]oxazine-6-carboxylate